((5-methyl-3-nitro-1H-pyrazol-1-yl)methyl)picolinic acid methyl ester COC(C1=NC=CC=C1CN1N=C(C=C1C)[N+](=O)[O-])=O